ClC=1C=C(C=CC1F)N(S(=O)(=O)CCCN1CCCC1)CC1=CC=C(C=C1)C(=O)NN N-(3-chloro-4-fluorophenyl)-N-(4-(hydrazinecarbonyl)benzyl)-3-(pyrrolidin-1-yl)propane-1-sulfonamide